O=C1N2[C@H](OC13CCN(CC3)C(=O)[O-])CC[C@H]2C(=O)OC 5'-methyl (5'S,7a'R)-3'-oxotetrahydro-3'H-spiro[piperidine-4,2'-pyrrolo[2,1-b]oxazole]-1,5'-dicarboxylate